4-(4-fluorophenyl)butyric acid FC1=CC=C(C=C1)CCCC(=O)O